2-oxo-7-((β-D-galactopyranosyl)oxy)-N-(4-(1,2,2-triphenylvinyl)phenyl)-2H-chromene-3-carboxamide O=C1OC2=CC(=CC=C2C=C1C(=O)NC1=CC=C(C=C1)C(=C(C1=CC=CC=C1)C1=CC=CC=C1)C1=CC=CC=C1)O[C@H]1[C@H](O)[C@@H](O)[C@@H](O)[C@H](O1)CO